1-methyl-4-(4-bromophenylethyl)piperazine CN1CCN(CC1)CCC1=CC=C(C=C1)Br